3-[3-isopropyl-2-oxo-5-[4-(piperazin-1-ylmethyl)-1-piperidyl]benzimidazol-1-yl]piperidine-2,6-dione C(C)(C)N1C(N(C2=C1C=C(C=C2)N2CCC(CC2)CN2CCNCC2)C2C(NC(CC2)=O)=O)=O